C(=O)(O)C1=C(C=CC(=C1)O)N1C(C=CC1=O)=O N-(2-carboxy-4-hydroxyphenyl)maleimide